1-((2R,3S,4R,5R)-3,4-dihydroxy-5-(hydroxymethyl)tetrahydrofuran-2-yl)-3-(heptoxycarbonyl)pyridin-1-ium triflate [O-]S(=O)(=O)C(F)(F)F.O[C@@H]1[C@@H](O[C@@H]([C@@H]1O)CO)[N+]1=CC(=CC=C1)C(=O)OCCCCCCC